trans-N1-(5-(4-methoxyquinazolin-6-yl)pyrrolo[2,1-f][1,2,4]triazin-2-yl)-N3,N3-dimethylcyclobutane-1,3-diamine COC1=NC=NC2=CC=C(C=C12)C=1C=CN2N=C(N=CC21)N[C@@H]2C[C@H](C2)N(C)C